rel-(2S,5S)-6-(((tert-butyldimethylsilyl)oxy)methyl)-3-methylpiperidin-3-ol [Si](C)(C)(C(C)(C)C)OCC1CCC(CN1)(O)C